N-{(1S)-1-[4-({7-[(1R)-2,2-difluoro-1-methoxyethyl]-2-methyl[1,3]thiazolo[5,4-b]pyridin-6-yl}amino)-3-fluorophenyl]-2,2,2-trifluoroethyl}-N-methyl-1,1-dioxo-1λ6-thiane-4-carboxamide FC([C@H](OC)C1=C2C(=NC=C1NC1=C(C=C(C=C1)[C@@H](C(F)(F)F)N(C(=O)C1CCS(CC1)(=O)=O)C)F)SC(=N2)C)F